6-chloro-N-(5-chloro-1-methyl-1H-pyrazol-4-yl)-7-(4-methylpiperazin-1-yl)quinazolin-2-amine ClC=1C=C2C=NC(=NC2=CC1N1CCN(CC1)C)NC=1C=NN(C1Cl)C